OC=1C=CC(=C2C=CC(NC12)=O)[C@H](CN)O 8-hydroxy-5-[(R)-2-amino-1-hydroxyethyl]-(1H)-quinolin-2-one